2-(5-((2-methoxyquinolin-3-yl)methyl)pyridin-2-yl)isothiazolidine 1,1-dioxide COC1=NC2=CC=CC=C2C=C1CC=1C=CC(=NC1)N1S(CCC1)(=O)=O